FC=1C=C2C=CN=C(C2=C(C1)C)N(C(C1=NC=C(C=C1)C=1N=NN(C1)C)=O)[C@H]1CNCCC1 (R)-N-(6-fluoro-8-methylisoquinolin-1-yl)-5-(1-methyl-1H-1,2,3-triazol-4-yl)-N-(piperidin-3-yl)picolinamide